2-(3-bromo-2-chlorophenyl-carbamoyl)-1,6-dimethyl-6,7-dihydro-1H-imidazo[4,5-c]pyridine-5(4H)-carboxylic acid tert-butyl ester C(C)(C)(C)OC(=O)N1CC2=C(CC1C)N(C(=N2)C(NC2=C(C(=CC=C2)Br)Cl)=O)C